C[C@H]([C@H]([C@H](C=O)O)O)O The molecule is a deoxypentose that is aldehydo-D-ribose in which the hydroxy group at position 5 is substituted by a hydrogen. It derives from a D-ribose.